5-(4-(3-(2,4-dioxotetrahydropyrimidin-1(2H)-yl)-4-methoxybenzoyl)piperazin-1-yl)pentanoic acid O=C1N(CCC(N1)=O)C=1C=C(C(=O)N2CCN(CC2)CCCCC(=O)O)C=CC1OC